citramalic acid anion C(CC(C)(O)C(=O)[O-])(=O)[O-]